5-bromo-3-(4-(5-(difluoromethyl)-1,3,4-oxadiazol-2-yl)-2-fluorobenzyl)-1-(piperidin-4-yl)-1,3-dihydro-2H-benzo[d]imidazol-2-one BrC1=CC2=C(N(C(N2CC2=C(C=C(C=C2)C=2OC(=NN2)C(F)F)F)=O)C2CCNCC2)C=C1